NC1=C(C=2C(=NC(=C(N2)C)C)N1C1=C(C(=CC=C1C)O)C)C(=O)C1=CC=2C=NC(=CC2N1)N1CCOCC1 (R)-(6-amino-5-(3-hydroxy-2,6-dimethylphenyl)-2,3-dimethyl-5H-pyrrolo[2,3-b]pyrazin-7-yl)(6-morpholino-1H-pyrrolo[3,2-c]pyridin-2-yl)methanone